1-(6-(1-(3-((4-((5-chloropyrimidin-2-yl)amino)piperidin-1-yl)sulfonyl)benzyl)-piperidin-4-yl)-1-methyl-1H-indazol-3-yl)dihydropyrimidine-2,4(1H,3H)-dione ClC=1C=NC(=NC1)NC1CCN(CC1)S(=O)(=O)C=1C=C(CN2CCC(CC2)C2=CC=C3C(=NN(C3=C2)C)N2C(NC(CC2)=O)=O)C=CC1